BrC1=CC(=CC2=CC=C(C(=C12)OC([2H])([2H])[2H])F)N=C(C1=CC=CC=C1)C1=CC=CC=C1 N-(4-bromo-6-fluoro-5-(methoxy-d3)naphthalen-2-yl)-1,1-diphenylmethanimine